COC(=O)C=1C=CC=C2C1N=C(O2)S 2-mercaptobenzo[d]oxazole-4-carboxylic acid methyl ester